C1(CCCCC1)P(C1CCCCC1)C1=C(C=CC=C1)C1=C(C=CC=C1OC(C)C)OC(C)C dicyclohexylphosphino-2',6'-diisopropyloxy-1,1'-biphenyl